2-{2-[1-(aminomethyl)-2,3,4,5-tetrahydro-1H-3-benzazepin-3-yl]-2-oxoethyl}-6-{5-chloro-2-[(oxan-4-yl)amino]pyrimidin-4-yl}-2,3-dihydro-1H-isoindol-1-one NCC1CN(CCC2=C1C=CC=C2)C(CN2C(C1=CC(=CC=C1C2)C2=NC(=NC=C2Cl)NC2CCOCC2)=O)=O